(2-(4-chloro-3-(cyclopropylmethoxy)-5-methylphenyl)cyclopropyl)-2,2'-bipyrimidine ClC1=C(C=C(C=C1C)C1C(C1)C1=NC(=NC=C1)C1=NC=CC=N1)OCC1CC1